2-fluoro-4-(((3S,4R)-4-hydroxy-4-(hydroxymethyl)-1-((5-(prop-1-yn-1-yl)pyridin-2-yl)sulfonyl)pyrrolidin-3-yl)oxy)benzonitrile FC1=C(C#N)C=CC(=C1)O[C@H]1CN(C[C@]1(CO)O)S(=O)(=O)C1=NC=C(C=C1)C#CC